5-Amino-3-(4-bromophenyl)-1-(1-tetrahydrofuran-3-ylethyl)pyrazole-4-carbonitrile NC1=C(C(=NN1C(C)C1COCC1)C1=CC=C(C=C1)Br)C#N